F[B-](F)(F)F.C(C)(=O)NC1=CC=C(C=C1)C(C1=CC=C(C=C1)[N+]#N)(C1=CC=C(C=C1)[N+]#N)C1=CC=C(C=C1)[N+]#N.F[B-](F)(F)F.F[B-](F)(F)F 4,4',4''-((4-acetamidophenyl)methanetriyl)tribenzenediazonium tetrafluoroborate